CN1N=C(C2=CC=C(C=C12)C1CCN(CC1)C[C@@H]1[C@@H](CNCC1)C)C1C(NC(CC1)=O)=O 3-(1-methyl-6-(1-(((3S,4S)-3-methylpiperidin-4-yl)methyl)piperidin-4-yl)-1H-indazol-3-yl)piperidine-2,6-dione